2-chloro-N-[(4-fluorophenyl)methyl]-N-(6-methyl-3-pyridyl)acetamide ClCC(=O)N(C=1C=NC(=CC1)C)CC1=CC=C(C=C1)F